COC(=O)C1=NN(C=C1Br)COCC[Si](C)(C)C bromo-1-{[2-(trimethylsilyl)ethoxy]methyl}pyrazole-3-carboxylic acid methyl ester